N-(6-(1-cyanospiro[2.2]pentan-1-yl)isoquinolin-3-yl)-2-(3-(2-hydroxypropan-2-yl)phenyl)acetamide C(#N)C1(CC12CC2)C=2C=C1C=C(N=CC1=CC2)NC(CC2=CC(=CC=C2)C(C)(C)O)=O